COCC(C)CC(=O)O.C(C)(=O)OC(COC)C 1-methoxyprop-2-yl acetate (1-methoxyprop-2-YL ACETATE)